N-(5-bromo-2-chloropyridin-4-yl)-2-methoxyacetamide BrC=1C(=CC(=NC1)Cl)NC(COC)=O